Ruthenium iodid [Ru](I)(I)I